C(C)OB1OC(C2=NC(=CC=C21)NC2=NC=C(C(=N2)N[C@H](CO)C2=CC=CC=C2)C2=NC(=NO2)C2=NC=CC=C2)(C)C (S)-2-((2-((1-ethoxy-3,3-dimethyl-1,3-dihydro-[1,2]oxaborolo[4,3-b]pyridin-5-yl)amino)-5-(3-(pyridin-2-yl)-1,2,4-oxadiazol-5-yl)pyrimidin-4-yl)amino)-2-phenylethan-1-ol